(S)-1-(3-chlorophenyl-ethyl)-3-((4-(methylsulfonyl)phenoxy)methyl)piperidine ClC=1C=C(C=CC1)CCN1C[C@H](CCC1)COC1=CC=C(C=C1)S(=O)(=O)C